isopropyl-amin C(C)(C)N